[Si](C)(C)(C(C)(C)C)ON1CCNCC1 1-((tert-Butyldimethylsilyl)oxy)piperazine